N-(2-oxo-4-(o-tolyl)-2H-chromen-7-yl)acetamide O=C1OC2=CC(=CC=C2C(=C1)C1=C(C=CC=C1)C)NC(C)=O